5-nitropicolinic acid methyl ester COC(C1=NC=C(C=C1)[N+](=O)[O-])=O